C(#C)[C@H]1N(N(CCC1)C(=O)OC(C)(C)C)C(=O)OC(C)(C)C 1,2-di-tert-butyl (3S)-3-ethynyl-1,2-diazinane-1,2-dicarboxylate